C(C)(C)OC=1C=2N(C=CC1C=1C=NNC1)N=C(N2)N[C@@H]2[C@@H](CN(CC2)S(=O)(=O)C)C 8-isopropoxy-N-((3r,4s)-3-methyl-1-(methylsulfonyl)piperidin-4-yl)-7-(1H-pyrazol-4-yl)-[1,2,4]triazolo[1,5-a]pyridin-2-amine